COC(=O)C1N(CCNC1)C(=O)OC(C)(C)C piperazine-1,2-dicarboxylic acid 1-tert-butyl 2-methyl ester